CC12OC=3C(C(C(CC1)C(=C)C)C2)=C(C=C(C3)CCCCC)O 3,4,5,6-tetrahydro-2-methyl-5-(1-methylethenyl)-9-pentyl-2,6-methano-2H-1-benzoxocin-7-ol